C(C)(C)(C)OC(=O)N1C=C(C=C1)B1OC(C(O1)(C)C)(C)C.CN1CCN(CC1)C=1C=CC(=NC1)N 5-(4-methylpiperazin-1-yl)pyridin-2-amine tert-butyl-3-(4,4,5,5-tetramethyl-1,3,2-dioxaborolan-2-yl)-1H-pyrrole-1-carboxylate